[Ca].C(C)(=O)OC1=C(C(=O)O)C=CC=C1 2-acetoxybenzoic acid calcium